1-(4-amino-3,5-difluorophenyl)-2-(butylamino)ethan-1-one hydrochloride Cl.NC1=C(C=C(C=C1F)C(CNCCCC)=O)F